FC=1C=C(C=CC1F)C1=NNC(=C1)C(=O)OCC ethyl 3-(3,4-difluorophenyl)-1H-pyrazole-5-carboxylate